4-(4-(4-methoxyphenyl)-2-oxopyridin-1(2H)-yl)-2-methyl-2-(methylsulfonyl)-N-((tetrahydro-2H-pyran-2-yl)oxy)butanamide COC1=CC=C(C=C1)C1=CC(N(C=C1)CCC(C(=O)NOC1OCCCC1)(S(=O)(=O)C)C)=O